N-Phenyl[1,1'-biphenyl]-4-amin C1(=CC=CC=C1)NC1=CC=C(C=C1)C1=CC=CC=C1